ClC1=C(C(=C2N1CCN(C2)C(=O)NC2CC(OCC2)(C)C)C(=O)N)C2=CC(=CC=C2)F 6-chloro-7-(3-fluorophenyl)-N2-(2,2-dimethyl-tetrahydro-2H-pyran-4-yl)-3,4-dihydropyrrolo[1,2-a]pyrazine-2,8(1H)-dicarboxamide